C1CC12CCN(CC2)C2=C(C=CC=C2Cl)NS(=O)(=O)C=2SC(=CC2)S(=O)(=O)N2CCCC2 N-[2-(6-azaspiro[2.5]octan-6-yl)-3-chloro-phenyl]-5-pyrrolidin-1-ylsulfonyl-thiophene-2-sulfonamide